C(CC)O[Nb] propoxyniobium